CN1CCN(CC1)C1=CC=C(C=C1)C=1C=C2C(=NC1)C(=CO2)C=2C=C(C=CC2)CN (3-(6-(4-(4-methylpiperazin-1-yl)phenyl)furo[3,2-b]pyridin-3-yl)phenyl)methanamine